1-(4-benzimidazol-1-yl-phenyl)-3-(5-tert-butyl-2-methyl-2H-pyrazol-3-yl)-urea N1(C=NC2=C1C=CC=C2)C2=CC=C(C=C2)NC(=O)NC=2N(N=C(C2)C(C)(C)C)C